NC=1C=CC(=NC1)C(C(C)(N1N=C(C=C1)C)C)=O 1-(5-Aminopyridin-2-yl)-2-methyl-2-(3-methyl-1H-pyrazol-1-yl)propan-1-one